8-((tert-butyldimethylsilyl)oxy)-5,6,7,8-tetrahydro-[1,2,4]triazolo[4,3-a]pyridine-6-carboxylic acid [Si](C)(C)(C(C)(C)C)OC1C=2N(CC(C1)C(=O)O)C=NN2